FC=1C=C(C=C2C=C(N=CC12)NC(CN1CCOCC1)=O)C=1SC(=NN1)C N-(8-fluoro-6-(5-methyl-1,3,4-thiadiazol-2-yl)isoquinolin-3-yl)-2-morpholinoacetamide